2-phenyl-2-(piperidine-2-yl)acetamide methyl-2-(3-bromo-1H-1,2,4-triazol-5-yl)-3-(1H-pyrazol-4-yl)imidazo[1,2-a]pyrimidine-7-carboxylate COC(=O)C1=NC=2N(C=C1)C(=C(N2)C2=NC(=NN2)Br)C=2C=NNC2.C2(=CC=CC=C2)C(C(=O)N)C2NCCCC2